CC1=CC2=C(N=C(S2)C2=CC=CC=C2)C=C1 6-Methyl-2-phenylbenzothiazole